8-bromo-6H-isochromeno[3,4-C]pyridine BrC=1C=CC2=C(C1)COC1=CN=CC=C12